FC=1C=2N(C=C(C1)NC(=O)C1=CC=C(C3=CN(N=C13)CC(F)(F)F)N1CCN(CC1)C(=O)OC(C)(C)C)C=C(N2)C tert-butyl 4-[7-({8-fluoro-2-methylimidazo[1,2-a]pyridin-6-yl}carbamoyl)-2-(2,2,2-trifluoroethyl)indazol-4-yl]piperazine-1-carboxylate